C(C)(=O)OCCOC(C)=O ethylene glycol diacetate